4-Amino-1-[4-[4-(6-chloro-4-cyclopropylsulfonyl-2-pyridinyl)piperazin-1-yl]sulfonylphenyl]pyrrolidin-2-one NC1CC(N(C1)C1=CC=C(C=C1)S(=O)(=O)N1CCN(CC1)C1=NC(=CC(=C1)S(=O)(=O)C1CC1)Cl)=O